methyl (2s,4s,6r)-1-benzyl-4-((tert-butyldimethylsilyl) oxy)-6-methylpiperidine-2-carboxylate C(C1=CC=CC=C1)N1[C@@H](C[C@H](C[C@H]1C)O[Si](C)(C)C(C)(C)C)C(=O)OC